C1(=CC=CC=C1)C1=CNC2=NC=C3C(=C21)NC(N3)=O 8-phenyl-3,6-dihydroimidazo[4,5-d]pyrrolo[2,3-b]pyridin-2(1H)-one